N-oleyl-imidazole C(CCCCCCC\C=C/CCCCCCCC)N1C=NC=C1